ClC1=C(C(=CC=C1)Cl)C=1C(C2=C(N=C(N=C2)NC=2C=C3CC(CC3=CC2)N(C)C)NC1)=O 6-(2,6-dichlorophenyl)-2-{[2-(dimethylamino)-2,3-dihydro-1H-inden-5-yl]amino}pyrido[2,3-d]pyrimidin-5(8H)-one